tert-butyl 4-(((2S,5R)-5-(2,4-dioxotetrahydropyrimidin-1(2H)-yl)tetrahydrofuran-2-yl)methyl)piperazine-1-carboxylate O=C1N(CCC(N1)=O)[C@H]1CC[C@H](O1)CN1CCN(CC1)C(=O)OC(C)(C)C